1,1-diethoxy-N,N-dimethyl-methylamine C(C)OC(OCC)N(C)C